C(CCCCCCCCCCCCCCCCCCCCC)(=O)O.C(O)CN monoethanolamine behenate